C1(CC1)CNC(C)C1=NC=CN=C1N1N=CN=C1 N-(cyclopropylmethyl)-1-[3-(1,2,4-triazol-1-yl)pyrazin-2-yl]ethanamine